3-[N-salicyl]amino-1,2,4-triazole C(C=1C(O)=CC=CC1)NC1=NNC=N1